ethyl (3R,4S)-4-[1-methyl-5-(trifluoro-methyl)pyrazol-4-yl]-2-oxo-pyrrolidine-3-carboxylate CN1N=CC(=C1C(F)(F)F)[C@@H]1[C@H](C(NC1)=O)C(=O)OCC